ClC1=CC(=CC(=N1)NCC)C1(CC(C1)(F)F)CC1=NN=CN1C 6-chloro-4-(3,3-difluoro-1-((4-methyl-4H-1,2,4-triazol-3-yl)methyl)cyclobutyl)-N-ethylpyridin-2-amine